1,1,1-tris(4-hydroxyphenyl)-ethane OC1=CC=C(C=C1)C(C)(C1=CC=C(C=C1)O)C1=CC=C(C=C1)O